CC(CC(C)O)C 4-methyl-2-pentanoL